ClCCC(=C(C1=CC=C(C=C1)O)C1=CC=C(OCCN(C)CC=2C=C3CN(C(C3=CC2)=O)C2C(NC(CC2)=O)=O)C=C1)C1=CC=C(C=C1)O 3-(5-(((2-(4-(4-chloro-1,2-bis(4-hydroxyphenyl)but-1-en-1-yl)phenoxy)ethyl)(methyl)amino)methyl)-1-oxoisoindoline-2-yl)piperidine-2,6-dione